(2-((2R,3S,4R,5R)-5-(6-Chloro-4-(((S)-2,3-dihydro-1H-inden-1-yl)(methyl)amino)-1H-pyrazolo[3,4-d]pyrimidin-1-yl)-3,4-dihydroxytetrahydrofuran-2-yl)ethyl)phosphonic Acid ClC1=NC(=C2C(=N1)N(N=C2)[C@H]2[C@@H]([C@@H]([C@H](O2)CCP(O)(O)=O)O)O)N(C)[C@H]2CCC1=CC=CC=C21